ClC1=C(C(=CC=C1)F)NC(=O)N1C(C=2NN=CC2C1)(C)C N-(2-chloro-6-fluorophenyl)-6,6-dimethyl-4,6-dihydropyrrolo[3,4-c]pyrazol-5(1H)-carboxamid